(S)-1-(3-methylpiperazin-1-yl)ethan-1-one hydrochloride Cl.C[C@H]1CN(CCN1)C(C)=O